4-(2-(4-(2-acetyl-5-chlorophenyl)-5-methoxy-2-oxopyridin-1(2H)-yl)-3-(p-methylphenyl)propionylamino)benzoic acid C(C)(=O)C1=C(C=C(C=C1)Cl)C1=CC(N(C=C1OC)C(C(=O)NC1=CC=C(C(=O)O)C=C1)CC1=CC=C(C=C1)C)=O